dicyclopentylethyl-3-oxetanylmethylethyl (3-ethyl-3-oxetanylmethyl) ether C(C)C1(COC1)COC(C)(CC1COC1)CC(C1CCCC1)C1CCCC1